C1(CC1)C1=C(C(=C2N1CCN(C2)C(=O)NC(C)C)C(=O)N)C2=CC=C(C=C2)OC 6-cyclopropyl-7-(4-methoxyphenyl)-N2-(iso-propyl)-3,4-dihydropyrrolo[1,2-a]pyrazine-2,8(1H)-dicarboxamide